CC1=C(C(=O)OC2=C(C=C(C=C2)C)OC)C(=CC(=C1)C)C 2-methoxy-4-methylphenyl 2,4,6-trimethylbenzoate